C(C)(C)(C)OC(=O)N1CCN(CC1)C(=O)OC(C)(C)C di-tert-butylpiperazine-1,4-dicarboxylate